[Si](C1=CC=CC=C1)(C1=CC=CC=C1)(C(C)(C)C)OC1C(CN(CC1)C1(COC1)C#N)F 3-(4-((tert-butyldiphenylsilyl)oxy)-3-fluoropiperidin-1-yl)oxetane-3-carbonitrile